FC1=C(COC(=O)NC(C(=O)O)C)C(=CC=C1)F ((((2,6-difluorobenzyl)oxy)carbonyl)amino)propanoic acid